(3aR,5s,6aS)-2-(2,2-difluoro-2-(tetrahydro-2H-pyran-4-yl)ethyl-1,1-d2)-N-(6-(2,4-dimethyl-2H-indazol-5-yl)pyridazin-3-yl)octahydrocyclopenta[c]pyrrol-5-amine FC(C([2H])([2H])N1C[C@@H]2[C@H](C1)CC(C2)NC=2N=NC(=CC2)C2=C(C1=CN(N=C1C=C2)C)C)(C2CCOCC2)F